C1N(CC2(C3=CC=CC=C13)CC2)CC=2OC=C(C(C2)=O)OCC2CCN(CC2)S(=O)(=O)CC2=CC=CC=C2 2-((1'H-spiro[cyclopropane-1,4'-isoquinoline]-2'(3'H)-yl)methyl)-5-((1-toluenesulfonylpiperidin-4-yl)methoxy)-4H-pyran-4-one